C(=O)(O)C1=CC=2C(C3=CC(=CC=C3C(C2C=C1)=O)C(=O)O)=O 2,7-dicarboxylanthraquinone